C(C)(C)(C)OC(=O)N1C[C@H]([C@H](CC1)NC1=CC=C2C(=NN(C2=C1)C)C=1C(=NC(=CC1)OCC1=CC=CC=C1)OCC1=CC=CC=C1)C(F)(F)F |o1:9,10| rel-(3R,4S)-4-((3-(2,6-bis(benzyloxy)pyridin-3-yl)-1-methyl-1H-indazol-6-yl)amino)-3-(trifluoromethyl)piperidine-1-carboxylic acid tert-butyl ester